C1(CCC1)C=1C=2C3=CN=C(C(O[C@@H](C4=CC(=CC=C4C4=NC=NN4CC2ON1)F)C)=C3)N (19R)-3-cyclobutyl-16-fluoro-19-methyl-5,20-dioxa-4,8,9,11,23-pentaazapentacyclo[19.3.1.02,6.08,12.013,18]pentacosa-1(24),2(6),3,9,11,13,15,17,21(25),22-decaen-22-amine